(4EZ)-5-(4-(((4-fluorophenyl)amino)(methylthio)methylene)-2-methyl-3,5-Dioxotetrahydropyridazin-1(2H)-yl)picolinonitrile FC1=CC=C(C=C1)NC(SC)=C1C(N(N(CC1=O)C=1C=CC(=NC1)C#N)C)=O